ClC=1C(=C(OC=2C=NC=C(C2C2=CC=C(C=C2)N2C[C@@H](N(CC2)C(=O)OC(C)(C)C)C)CC)C=CC1)C(=O)OC (S)-tert-butyl 4-(4-(3-(3-chloro-2-(methoxycarbonyl)phenoxy)-5-ethylpyridin-4-yl)phenyl)-2-methylpiperazine-1-carboxylate